ClC=1C=C(CNC2=C3N=CN(C3=NC(=N2)C=2C=NC=C(C2)C)[C@@H]2[C@@H]([C@@H]([C@H](O2)C(=O)NC)O)O)C=CC1 (2S,3S,4R,5S)-5-(6-((3-chlorobenzyl)amino)-2-(5-methylpyridin-3-yl)-9H-purin-9-yl)-3,4-dihydroxyl-N-methyltetrahydrofuran-2-carboxamide